2-amino-5-(4-(2-(3,5-difluorophenyl)-2-hydroxyacetamido)-2-methylphenyl)-N-(3-hydroxycyclobutyl)nicotinamide NC1=C(C(=O)NC2CC(C2)O)C=C(C=N1)C1=C(C=C(C=C1)NC(C(O)C1=CC(=CC(=C1)F)F)=O)C